FC=1C=C(CN2C3=C(C(C2=O)(C)C)SC(=C3)C(=O)O)C=C(C1)C(F)(F)F 4-(3-Fluoro-5-(trifluoromethyl)benzyl)-6,6-dimethyl-5-oxo-5,6-dihydro-4H-thieno[3,2-b]pyrrole-2-carboxylic acid